C1=CC=CC=2C3=CC=CC=C3C(C12)COC(=O)N[C@H](C(=O)O)CC=1C2=C(NN1)CN(C2)C(=O)OC(C)(C)C (S)-2-((((9H-fluoren-9-yl)methoxy)carbonyl)amino)-3-(5-(tert-butoxycarbonyl)-1,4,5,6-tetrahydropyrrolo[3,4-c]pyrazol-3-yl)propanoic acid